1-(4-ethynyl-2-nitrophenyl)piperidine tert-butyl-((2S)-4-(4-bromophenyl)-2-(2-((1S)-1-((tetrahydro-2H-pyran-2-yl)oxy)ethyl)-1H-imidazol-1-yl)but-3-yn-1-yl)carbamate C(C)(C)(C)N(C(O)=O)C[C@H](C#CC1=CC=C(C=C1)Br)N1C(=NC=C1)[C@H](C)OC1OCCCC1.C(#C)C1=CC(=C(C=C1)N1CCCCC1)[N+](=O)[O-]